CN(C1CCN(CC1)C=1C=C2C=CC(=NC2=NC1)O)C 6-[4-(dimethylamino)piperidin-1-yl]-1,8-naphthyridin-2-ol